COC1=CC=C(C=C1)S(=O)(=O)OC=1C=C(C=CC1)N(C(N)=O)C1=CC(=CC=C1)OS(=O)(=O)C1=CC=C(C=C1)OC 3-N,N'-di-[3-(p-methoxybenzenesulfonyloxy)phenyl]urea